OC1(COC1)C1=CC=C(C=C1)NC(=O)N1CCC(CC1)NC=1SC2=C(N1)C=CC(=C2)C(F)(F)F N-(4-(3-hydroxyoxetan-3-yl)phenyl)-4-((6-(trifluoromethyl)benzo[d]thiazol-2-yl)amino)piperidine-1-carboxamide